tricosenon CC(C=CCCCCCCCCCCCCCCCCCCC)=O